2,4-diphenyl-6-(1-(3',4',5'-triphenyl-[1,1':2',1''-terphenyl]-4-yl)naphthalen-2-yl)-1,3,5-triazine C1(=CC=CC=C1)C1=NC(=NC(=N1)C1=CC=CC=C1)C1=C(C2=CC=CC=C2C=C1)C1=CC=C(C=C1)C=1C(=C(C(=C(C1)C1=CC=CC=C1)C1=CC=CC=C1)C1=CC=CC=C1)C1=CC=CC=C1